COC(C(CCC)(CCC)C#N)=O 2-Cyano-2-propylpentanoic acid methyl ester